tetrabromocatechol BrC=1C(=C(C(=C(C1O)O)Br)Br)Br